6-(2-(5-Cyclopropyl-3-(2-(trifluoromethoxy)phenyl)isoxazol-4-yl)-7-azaspiro[3.5]non-1-en-7-yl)-4-isopropoxychinolin C1(CC1)C1=C(C(=NO1)C1=C(C=CC=C1)OC(F)(F)F)C1=CC2(C1)CCN(CC2)C=2C=C1C(=CC=NC1=CC2)OC(C)C